({[(2R,3S,4R,5R)-5-{2-chloro-6-[(1-methylpyrrolidin-3-yl)amino]-9H-purin-9-yl}-3,4-dihydroxyoxocyclopent-2-yl]methoxy}methyl)phosphonic acid ClC1=NC(=C2N=CN(C2=N1)[C@@H]1[C@H]([C@H]([C@H](C1=O)COCP(O)(O)=O)O)O)NC1CN(CC1)C